CC1N(C(CCC1)C)S(=O)(=O)C1=CC=C(C=C1)NC(C1=CC(=C(C=C1)OC)I)=O N-(4-((2,6-dimethylpiperidin-1-yl)sulfonyl)phenyl)-3-iodo-4-methoxybenzamide